IC=1N(C(=CN1)C1=C(C=CC=C1)O)C (2-iodo-1-methyl-1H-imidazol-5-yl)phenol